methyl 4-bromo-3-hydroxy-1-methyl-pyrrole-2-carboxylate BrC=1C(=C(N(C1)C)C(=O)OC)O